ClC1=C(C(=CC=C1)F)N1C=2N(C3=C(C1=O)C=NC(=N3)NC3=CC(=C(C(=C3)OC)N3CCN(CC3)C)Br)CCN2 6-(2-chloro-6-fluorophenyl)-2-((3-bromo-5-methoxy-4-(4-methylpiperazin-1-yl)phenyl)amino)-8,9-dihydroimidazo[1,2-a]pyrimido[5,4-e]pyrimidin-5(6H)-one